(1e,3e)-1-ethoxy-3-((1-(4-methoxybenzyl)-1H-pyrazol-5-yl)imino)but-1-en-1-ol C(C)O\C(=C\C(\C)=N\C1=CC=NN1CC1=CC=C(C=C1)OC)\O